NC1=NC=C(C=C1OCC1=C(C#N)C=CC=C1)C1=CC=C(C=C1)C(=O)N1[C@@H](CCC1)CN1CCCC1 2-{2-amino-5-[4-((2S)-2-pyrrolidin-1-ylmethyl-pyrrolidine-1-carbonyl)-phenyl]-pyridin-3-yloxymethyl}-benzonitrile